C(C)(C)(C)C=1OC2(C(N(C(C3=CC=CC=C23)=O)CC)=O)C2=C(N1)C=CC=C2 2-(tert-Butyl)-2'-ethyl-1'H-spiro[benzo[d][1,3]oxazine-4,4'-isoquinoline]-1',3'(2'H)-dione